FC(C1=CC2=C(SC(=C2)C(N[C@H]2CCC[C@@H]3N(C2=O)[C@@H](CC3)C(=O)N3CC(C3)C3=NC=CN=C3C)=O)C=C1)(F)P(O)(O)=O (difluoro(2-(((3S,6S,9aS)-3-(3-(3-methylpyrazin-2-yl)azetidine-1-carbonyl)-5-oxooctahydro-1H-pyrrolo[1,2-a]azepin-6-yl)carbamoyl)benzo[b]thiophen-5-yl)methyl)phosphonic acid